2,7-Dimethoxy-9H-fluoren-9-one COC1=CC=2C(C3=CC(=CC=C3C2C=C1)OC)=O